4-Bromo-5-fluoro-2-methyl-1H-indole-7-carboxylic acid BrC1=C2C=C(NC2=C(C=C1F)C(=O)O)C